CN1N=CC=2C1=NC(=NC2OC(C)C)NCC(N)C2=CC=CC=C2 N'-(1-methyl-4-propan-2-yloxypyrazolo[3,4-d]pyrimidin-6-yl)-1-phenylethane-1,2-diamine